2-(3-methoxyphenyl)-N-(2'-(4-methylpiperidin-1-yl)-[4,4'-bipyridyl]-2-yl)acetamide COC=1C=C(C=CC1)CC(=O)NC1=NC=CC(=C1)C1=CC(=NC=C1)N1CCC(CC1)C